C(C)C1=NC2=CC=C(C(=C2NC1=O)F)C(C)N1CCN(CC1)C=1C=CC(=NC1)C(=O)NC 5-{4-[1-(2-ethyl-5-fluoro-3-oxo-4H-quinoxalin-6-yl)ethyl]piperazin-1-yl}-N-methylpyridine-2-carboxamide